ClC=1C=C(C=CC1OC1=CC(=CC=C1)C(F)(F)F)NC=1C2=C(N=CN1)C=CN2CCNC(CC(C)(C)O)=O N-(2-(4-((3-chloro-4-(3-(trifluoromethyl)phenoxy)phenyl)amino)-5H-pyrrolo[3,2-d]pyrimidin-5-yl)ethyl)-3-hydroxy-3-methylbutanamide